C(#N)N1N=CC=C1C(=O)N(C)C cyano-N,N-dimethyl-1H-pyrazole-5-carboxamide